BrC=1C=C2C(=NC=NC2=C(C1)Br)N[C@@H](C)C1=NC=NN1C=1SC(=CN1)C#N 2-[5-[(1S)-1-[(6,8-dibromoquinazolin-4-yl)amino]ethyl]-1,2,4-triazol-1-yl]thiazole-5-carbonitrile